ClC1=NC(=CC(=C1)NCC=1N=C2N(C=C(C=C2N2C(N(C(C2)=O)C)=O)C2CC2)C1)C(F)(F)F 1-(2-(((2-chloro-6-(trifluoromethyl)pyridin-4-yl)amino)methyl)-6-cyclopropylimidazo[1,2-a]pyridin-8-yl)-3-methylimidazolidine-2,4-dione